(3R,5S)-1-benzyl-5-methylpiperidin-3-ol C(C1=CC=CC=C1)N1C[C@@H](C[C@@H](C1)C)O